4-stearyloxy-2,2,6,6-tetra-methyl-piperidine C(CCCCCCCCCCCCCCCCC)OC1CC(NC(C1)(C)C)(C)C